C(CC)NC1CC2=CC=CC(=C2CC1)OC 2-(N-propylamino)-5-methoxytetralin